4-Bromo-2-(3-oxa-8-azabicyclo[3.2.1]oct-8-yl)benzoic acid methyl ester COC(C1=C(C=C(C=C1)Br)N1C2COCC1CC2)=O